((((1-(6,7-dimethoxyquinazolin-4-yl)azepan-4-yl)methyl)phosphoryl) bis(oxy))bis(methylene) bis(2-methylpropanoate) CC(C(=O)OCOP(=O)(CC1CCN(CCC1)C1=NC=NC2=CC(=C(C=C12)OC)OC)OCOC(C(C)C)=O)C